ethyl 2,4-dihydroxy-1-naphthoate OC1=C(C2=CC=CC=C2C(=C1)O)C(=O)OCC